4-chloro-1-(1-(4-(6-(methylamino)pyrazin-2-yl)-1H-1,2,3-triazol-1-yl)ethyl)pyridin-2(1H)-one ClC1=CC(N(C=C1)C(C)N1N=NC(=C1)C1=NC(=CN=C1)NC)=O